C1(CC1)OCC(=O)C1=CC(=CC=C1)OC(F)F 2-(cyclopropoxy)-1-[3-(difluoromethoxy)phenyl]ethanone